N-((1R,2R)-2-Amino-2,3-dihydro-1H-pyrrolo[2,3-d]pyrimidin-4-yl)-3,4-dihydro-2H-1,4-thiazine-6-carboxamide N[C@@H]1NC(=C2C(N1)=NC=C2)NC(=O)C2=CNCCS2